N-[9-[(2R,3R,4S,5R)-5-[[bis(4-methoxyphenyl)-phenyl-methoxy]-methyl]-3,4-dihydroxy-tetrahydrofuran-2-yl]-6-oxo-1H-purin-2-yl]-2-methyl-propanamide COC1=CC=C(C=C1)C(OC[C@@H]1[C@H]([C@H]([C@@H](O1)N1C=2N=C(NC(C2N=C1)=O)NC(C(C)C)=O)O)O)(C1=CC=CC=C1)C1=CC=C(C=C1)OC